N-[7-fluoro-2-(4-formylcyclohexyl)-6-methoxy-indazol-5-yl]-6-(trifluoromethyl)pyridine-2-carboxamide FC1=C(C(=CC2=CN(N=C12)C1CCC(CC1)C=O)NC(=O)C1=NC(=CC=C1)C(F)(F)F)OC